2-Methacryloylthiomethylthio-5-n-hexylthio-1,3,4-thiadiazole C(C(=C)C)(=O)SCSC=1SC(=NN1)SCCCCCC